CCCCCCCCCCCCCCCCCCCCCCO 22-docosanol